C1(OOCC1)=O dioxacyclopentanone